tert-Butyl ((1R,4r)-4-(2-(((R)-2-(5-fluoropyridin-3-yl)-2-hydroxyethyl)amino)-propan-2-yl)cyclohexyl)carbamate FC=1C=C(C=NC1)[C@H](CNC(C)(C)C1CCC(CC1)NC(OC(C)(C)C)=O)O